Hydroxymethyl-butyryl-CoA OCCCCC(=O)SCCNC(CCNC([C@@H](C(COP(OP(OC[C@@H]1[C@H]([C@H]([C@@H](O1)N1C=NC=2C(N)=NC=NC12)O)OP(=O)(O)O)(=O)O)(=O)O)(C)C)O)=O)=O